methyl 1-(4-(1-(2-ethyl-6-methylphenyl)azetidin-3-yl)-2,6-dimethylbenzyl)-piperidine-4-carboxylate C(C)C1=C(C(=CC=C1)C)N1CC(C1)C1=CC(=C(CN2CCC(CC2)C(=O)OC)C(=C1)C)C